FC1=C(C=C(C=C1)COC1=C(C=CC=C1)CN1C(=NC2=C1C=CC=C2)C2=CC=C(C=C2)OC(F)(F)F)CC(=O)O 2-(2-Fluoro-5-((2-((2-(4-(trifluoromethoxy)phenyl)-1H-benzo[d]imidazol-1-yl)methyl)phenoxy)methyl)phenyl)acetic acid